C1(CCCC1)[C@@](C(=O)OC1C[N+](CC1)(C)CC(=O)OC)(O)C1=CC=CC=C1 (2R,3'R)-3-(2-cyclopentyl-2-phenyl-2-hydroxyacetoxy)-1-(methoxycarbonylmethyl)-1-methylpyrrolidinium